rac-4-(2-(5-benzylhexahydropyrrolo[3,4-c]pyrrol-2(1H)-yl)-1-hydroxyethyl)phenol C(C1=CC=CC=C1)N1CC2C(C1)CN(C2)CC(O)C2=CC=C(C=C2)O